C(C)(C)(C)OC(=O)N1CC(CC1)(CNS(=O)(=O)C1=CC=C(C=C1)OC(F)(F)F)C1=CC(=C(C=C1)Cl)Cl.C(CCCCCCCC)N(CC(=O)N1C2CN(C(C1)C2)C(C)=O)CCCCCCCCC 1-(5-(dinonylglycyl)-2,5-diazabicyclo[2.2.1]heptan-2-yl)ethan-1-one tert-butyl-3-(3,4-dichlorophenyl)-3-(((4-(trifluoromethoxy)phenyl)sulfonamido)methyl)pyrrolidine-1-carboxylate